COCCN(C=1N=C(C2=C(N1)C(=NC(=N2)N(CCOC)CCOC)N2CCC(CC2)OC)NCCCOC)CCOC N2,N2,N6,N6-tetrakis(2-methoxyethyl)-8-(4-methoxypiperidin-1-yl)-N4-(3-methoxypropyl)pyrimido[5,4-d]pyrimidine-2,4,6-triamine